8-(1-acetyl-3-piperidyl)-2-[4-(4-methylpiperazin-1-yl)anilino]-6-(2-nitrophenoxy)pyrido[2,3-d]pyrimidin-7-one C(C)(=O)N1CC(CCC1)N1C(C(=CC2=C1N=C(N=C2)NC2=CC=C(C=C2)N2CCN(CC2)C)OC2=C(C=CC=C2)[N+](=O)[O-])=O